8-(4-(((2-(2,6-dioxopiperidin-3-yl)-1,3-dioxoisoindolin-5-yl)methyl)(methyl)amino)piperidin-1-yl)-9-ethyl-6,6-dimethyl-11-oxo-6,11-dihydro-5H-benzo[b]carbazole-3-carbonitrile O=C1NC(CCC1N1C(C2=CC=C(C=C2C1=O)CN(C1CCN(CC1)C=1C(=CC2=C(C(C=3NC4=CC(=CC=C4C3C2=O)C#N)(C)C)C1)CC)C)=O)=O